((3S,4S)-4-(3-((1-(4-chloro-5-methylpyridin-2-yl)azetidin-3-yl)oxy)-4-methoxyphenyl)-3-((R)-1-hydroxyethyl)-3-methylpyrrolidin-1-yl)((S)-2,2-dimethyl-1,3-dioxolan-4-yl)methanone ClC1=CC(=NC=C1C)N1CC(C1)OC=1C=C(C=CC1OC)[C@H]1[C@](CN(C1)C(=O)[C@H]1OC(OC1)(C)C)(C)[C@@H](C)O